CC=1N(C(=CN1)[N+](=O)[O-])CCN 2-(2-methyl-5-nitro-1H-imidazol-1-yl)ethan-1-amine